BrC1=CC2=C(S1)C1=CC=3C=CC4=C(SC=C4)C3C=C1C=C2 2-bromoanthra[1,2-b:5,6-b']dithiophene